BrC1=CC(=NC=C1)NCCCN1CCN(CC1)C 4-bromo-N-[3-(4-methylpiperazin-1-yl)propyl]pyridin-2-amine